2-butyl-7-isopropoxy-1H-imidazo[4,5-d]pyridazin-4-amine dihydrochloride salt Cl.Cl.C(CCC)C1=NC=2C(=C(N=NC2N)OC(C)C)N1